Pentamethylcyclopentadienyl-(1-isobutyl-5,6,7,8-tetrahydro-1H-cyclopenta[b]naphthalene) hafnium [Hf].CC1=C(C(=C(C1(C1(C=CC=2C1=CC=1CCCCC1C2)CC(C)C)C)C)C)C